6-Methylthio-3,4-diphenyl-isocoumarin CSC=1C=C2C(=C(OC(=O)C2=CC1)C1=CC=CC=C1)C1=CC=CC=C1